Cl.Cl.NCC=1C(=C(C(=N)N)C=CC1)F (aminomethyl)-2-fluorobenzamidine dihydrochloride